BrC1=C(N=C(S1)N1CCOCC1)C 4-(5-bromo-4-methylthiazol-2-yl)morpholine